COC(=O)C1=CC=NC2=CC=C(C=C12)N1C[C@@H](CCC1)F |r| racemic-(R)-6-(3-fluoropiperidin-1-yl)quinoline-4-carboxylic acid methyl ester